N-[(6-{[(2,2-difluoroethyl)amino]methyl}imidazo[1,2-a]pyridin-2-yl)methyl]-4-oxo-4H-pyrido[1,2-a]pyrimidine-2-carboxamide FC(CNCC=1C=CC=2N(C1)C=C(N2)CNC(=O)C=2N=C1N(C(C2)=O)C=CC=C1)F